C(\C=C/C\C=C/C\C=C/C\C=C/CCCCC)OC(C(=O)OC(C)(C)C)C tert-butyl 2-(((2Z,5Z,8Z,11Z)-heptadeca-2,5,8,11-tetraen-1-yl)oxy)propanoate